C(C=C)(=O)O.O(C1=CC=CC=C1)C(CO)OCCOCCOCCOCCO 2-Phenoxypentaethyleneglycol acrylat